EthylMethylKetone C(C)C(=O)C